N1=CC(=CC=C1)NC=1N=C(C2=C(N1)N(C=C2)COCC[Si](C)(C)C)N[C@H]2CN(CCC2)C(=O)OC(C)(C)C (R)-tert-Butyl 3-((2-(pyridin-3-ylamino)-7-((2-(trimethylsilyl)ethoxy)methyl)-7H-pyrrolo[2,3-d]pyrimidin-4-yl)amino)piperidine-1-carboxylate